benzyl 3-(4-chloro-3-fluorophenyl)-3-hydroxyazetidine-1-carboxylate ClC1=C(C=C(C=C1)C1(CN(C1)C(=O)OCC1=CC=CC=C1)O)F